BrC=1C=CC=C2C=CC(=NC12)C1=NC=CC=C1 8-bromo-2-(pyridin-2-yl)quinoline